[23Na] The molecule is the stable isotope of sodium with relative atomic mass 22.989770, 100 atom percent natural abundance and nuclear spin 3/2.